(5-bromo-6-chloro-4-fluoro-pyrrolo[2,3-b]pyridin-1-yl)-triisopropyl-silane BrC=1C(=C2C(=NC1Cl)N(C=C2)[Si](C(C)C)(C(C)C)C(C)C)F